BrCC1=CC=C(C=C1)Cl 1-(bromomethyl)-4-chlorobenzene